ClC=1C(=NC(=NC1)NC1=CC(=NO1)C)C1=CC=C2CN(C(C2=C1)=O)[C@@H](C(=O)N[C@H](CO)C1=CC(=CC(=C1)OC)F)C (2R)-2-(6-{5-Chloro-2-[(3-methyl-1,2-oxazol-5-yl)amino]pyrimidin-4-yl}-1-oxo-2,3-dihydro-1H-isoindol-2-yl)-N-[(1S)-1-(3-fluoro-5-methoxyphenyl)-2-hydroxyethyl]propanamid